C(C1=CC=CC=C1)OC1=C(C(=C(C=C1)C=1C(=NN(C1)CCC1=NC(=CC=C1)OC)C)F)F 2-[2-[4-(4-benzyloxy-2,3-difluoro-phenyl)-3-methyl-pyrazol-1-yl]ethyl]-6-methoxy-pyridine